N,N'-di-t-butoxycarbonyl-N'-(3-bromo-4-fluorophenyl)guanidine C(C)(C)(C)OC(=O)NC(=N)N(C1=CC(=C(C=C1)F)Br)C(=O)OC(C)(C)C